cis-hexyl phosphate P(=O)(OCCCCCC)([O-])[O-]